2-Amino-1-(3-(dimethylamino)propyl)-5-methyl-1H-pyrrole-3-carbonitrile NC=1N(C(=CC1C#N)C)CCCN(C)C